C(C1=CC=CC=C1)N1C(C(CC2=CC(=CC=C12)NC(=O)NC(C)(C)C)COC)=O 1-(1-benzyl-3-(methoxymethyl)-2-oxo-1,2,3,4-tetrahydroquinolin-6-yl)-3-(tert-butyl)urea